(6-(8-chloronaphthalen-1-yl)-4-cyano-3-(((S)-1-methylpyrrolidin-2-yl)methoxy)-5,6,7,8-tetrahydro-2,6-naphthyridin-1-yl)-2-(cyanomethyl)piperazine-1-carboxylic acid tert-butyl ester C(C)(C)(C)OC(=O)N1C(CNCC1)(CC#N)C1=NC(=C(C=2CN(CCC12)C1=CC=CC2=CC=CC(=C12)Cl)C#N)OC[C@H]1N(CCC1)C